ClC1=C(C(=CC=C1Cl)O)[C@H]1C[C@@H]2N(C([C@H](NC2=O)[C@H](C(C)C)O)=O)CC1 (3R,8R,9aS)-8-(2,3-dichloro-6-hydroxyphenyl)-3-[(1S)-1-hydroxy-2-methylpropyl]-hexahydro-2H-pyrido[1,2-a]pyrazine-1,4-dione